C(=O)(OCC1C2=CC=CC=C2C2=CC=CC=C12)N[C@@H](CC=CC1=CC=CC=C1)CC(=O)O Fmoc-4-styryl-L-β-homoalanine